ClC1=NC=C(C=C1)B1OC(C(O1)(C)C)(C)C 2-chloro-5-(4,4,5,5-tetra-methyl-1,3,2-dioxaborolan-2-yl)pyridine